Cl.C1(=CC=CC=C1)CCC[C@@H](N)B1OC(C(O1)(C)C)(C)C (S)-4-phenyl-1-(4,4,5,5-tetramethyl-1,3,2-dioxaborolan-2-yl)butan-1-amine hydrochloride